C(C)C=1C(=C(C=C(C1)OCCC(C)C)S(=O)(=O)N)B1OC(C(O1)(C)C)(C)C ethyl-5-isopentyloxy-2-(4,4,5,5-tetramethyl-1,3,2-dioxa-borolan-2-yl)benzenesulfonamide